3-((Fluoromethyl)sulfonyl)-N-((2-(6-(trifluoromethyl)-1,5-naphthyridin-4-yl)-1,6-naphthyridin-7-yl)methyl)benzofuran-5-carboxamide FCS(=O)(=O)C1=COC2=C1C=C(C=C2)C(=O)NCC2=NC=C1C=CC(=NC1=C2)C2=CC=NC1=CC=C(N=C21)C(F)(F)F